CC(CCOC(CCC#N)OCCC(CCC=C(C)C)C)CCC=C(C)C 4,4-bis((3,7-dimethyloct-6-en-1-yl)oxy)butyronitrile